CC=1C=C(SC1)CC#N 2-(4-methylthiophene-2-yl)acetonitrile